(1r,3r)-N-(4-chloro-5-cyclohexyl-1,3-thiazol-2-yl)-3-(cyanoamino)cyclobutane-1-carboxamide ClC=1N=C(SC1C1CCCCC1)NC(=O)C1CC(C1)NC#N